COC=1C=C2C[C@@H](NCC2=CC1)C(=O)NC1=C(C=C(C=C1)C=1C=NNC1)OCC1CCN(CC1)C (3R)-6-methoxy-N-[2-[(1-methylpiperidin-4-yl)methoxy]-4-(1H-pyrazol-4-yl)phenyl]-1,2,3,4-tetrahydroisoquinoline-3-carboxamide